(S)-2-((2-((R)-4-(cyanomethyl)-2-carbonylthiazolidin-3-yl)-5,6-dihydrobenzo[f]imidazo[1,2-d][1,4]oxazepin-9-yl)amino)propanamide C(#N)C[C@H]1N(C(SC1)=C=O)C=1N=C2N(CCOC3=C2C=CC(=C3)N[C@H](C(=O)N)C)C1